(S)-N-(2-(3,4-dimethylpiperazin-1-yl)-5-(3-morpholinophenylethynyl)phenyl)-6-oxo-4-(trifluoromethyl)-1,6-dihydropyridine-3-carboxamide C[C@H]1CN(CCN1C)C1=C(C=C(C=C1)C#CC1=CC(=CC=C1)N1CCOCC1)NC(=O)C1=CNC(C=C1C(F)(F)F)=O